2-methoxy-1-(4-(2-((5-(pyridin-4-yl)thiazolo[5,4-b]pyridin-2-yl)amino)-pyridin-4-yl)piperidin-1-yl)ethanone COCC(=O)N1CCC(CC1)C1=CC(=NC=C1)NC=1SC2=NC(=CC=C2N1)C1=CC=NC=C1